2-(Azetidin-1-yl)-4-cyclobutanoxy-6-hexadecylpyrimidin-5-ol N1(CCC1)C1=NC(=C(C(=N1)OC1CCC1)O)CCCCCCCCCCCCCCCC